C(C)(C)(C)OC(=O)N1CC(CC1)CC1=CC=C(C=C1)Br 3-(4-bromobenzyl)pyrrolidine-1-carboxylic acid tert-butyl ester